7-bromo-5-fluoro-8-methyl-quinazolin-4-ol BrC1=CC(=C2C(=NC=NC2=C1C)O)F